ClC1([C@H]([C@@H]1C1=CC(=CC(=C1)Cl)Cl)C(=O)NC1=CC(=C(C=C1)Cl)C(=O)NNC(CC1CC1)=O)Cl Trans-2,2-dichloro-N-(4-chloro-3-(2-(2-cyclopropylacetyl)hydrazine-1-carbonyl)phenyl)-3-(3,5-dichlorophenyl)cyclopropane-1-carboxamide